CN1CCN(CC1)C=1C=CC(=NC1)C#N 5-(4-Methylpiperazin-1-yl)pyridinecarbonitrile